C(CCC)SC1=NC(=C(C(=N1)NCC)N)Cl 2-(Butylthio)-6-chloro-N4-ethylpyrimidine-4,5-diamine